zirconium N,N-bis-(2-ethylhexyl)-3-oxobutyramide C(C)C(CN(C(CC(C)=O)=O)CC(CCCC)CC)CCCC.[Zr]